N-(cyclopropylmethyl)-5-(4-((7-ethyl-6-oxo-5,6-dihydro-1,5-naphthyridin-3-yl)methyl)piperazin-1-yl)picolinamide C1(CC1)CNC(C1=NC=C(C=C1)N1CCN(CC1)CC=1C=NC=2C=C(C(NC2C1)=O)CC)=O